C(C)=C1C2C=CC(C1=CC)C2 5-ethylidene(ethylidene)-2-norbornene